C(CCC)N1C(=C(C2=CC=CC=C12)C1(OC(C2=CC=CC=C12)=O)C1=C(N(C2=CC=CC=C12)CCCC)C)C 3,3-bis-(1-butyl-2-methyl-indol-3-yl)-3H-isobenzofuran-1-one